C(C#C)OCCCC=1C=C(C(=CC1)C(=O)O)C(=O)O 4-[3-(prop-2-yn-1-yloxy)propyl]benzene-1,2-dicarboxylic acid